triisobutanol ammonium salt [NH4+].C(C(C)C)O.C(C(C)C)O.C(C(C)C)O